C(#C)[C@]1([C@H](C[C@@H](O1)N1C2=NC(=NC(=C2N=C1)NC(OC(C)(C)C)=O)F)O)CO tert-butyl N-[9-[(2R,4S,5R)-5-ethynyl-4-hydroxy-5-(hydroxymethyl)tetrahydrofuran-2-yl]-2-fluoro-purin-6-yl]carbamate